(1r,4r)-1-(6-(4-fluorophenyl)-4-hydroxy-1-(2-morpholinoethyl)-2-oxo-1,2-dihydro-1,8-naphthyridine-3-carboxamido)-4-methylcyclohexane-1-carboxylic acid FC1=CC=C(C=C1)C=1C=C2C(=C(C(N(C2=NC1)CCN1CCOCC1)=O)C(=O)NC1(CCC(CC1)C)C(=O)O)O